1-[[4-(3,3-difluoro-1-piperidyl)-7-[8-ethynyl-7-fluoro-3-(methoxymethoxy)-1-naphthyl]-8-fluoro-pyrido[4,3-d]pyrimidin-2-yl]oxymethyl]cyclopropanecarbaldehyde FC1(CN(CCC1)C=1C2=C(N=C(N1)OCC1(CC1)C=O)C(=C(N=C2)C2=CC(=CC1=CC=C(C(=C21)C#C)F)OCOC)F)F